C1(CCCC1)OC1=C(C=C(CN2C(N(C3=CC=C(C=C3C2=O)OC(CF)CF)C2CCN(CC2)C=O)=O)C=C1)O 4-{3-[4-(cyclopentyloxy)-3-hydroxybenzyl]-6-[2-fluoro-1-(fluoromethyl)ethoxy]-2,4-dioxo-3,4-dihydroquinazolin-1(2H)-yl}piperidine-1-carbaldehyde